2-ACETAMIDOPYRIDINE-5-BORONIC ACID C(C)(=O)NC1=NC=C(C=C1)B(O)O